C(C)N1CCC(CC1)N1CCN(CC1)C1CCN(CC1)C1=C(C=NC2=CC=C(C=C12)OC(F)(F)F)S(=O)(=O)C1=C(C=C(C=C1)OCCCCCCCCCCCCCCCC)F 4-(4-(4-(1-ethylpiperidin-4-yl)piperazin-1-yl)piperidin-1-yl)-3-((2-fluoro-4-(hexadecyloxy)phenyl)sulfonyl)-6-(trifluoromethoxy)quinoline